COC(=O)C=1C=CC(=C(C1)C#CC1=CC=C(C=C1)C1CCN(CC1)C(=O)OC(C)(C)C)S(=O)(=O)CC1=NN(C=C1)C tert-butyl 4-(4-((5-(methoxycarbonyl)-2-(((1-methyl-1H-pyrazol-3-yl)methyl)sulfonyl)phenyl)ethynyl)phenyl)piperidine-1-carboxylate